1,2,2,6,6-pentamethyl-4-piperidone CN1C(CC(CC1(C)C)=O)(C)C